CNS(OCC(=O)NC=1SC(=C(N1)C)CC1=CC(=C(C=C1)F)Cl)(=O)=O 2-((5-(3-chloro-4-fluorobenzyl)-4-methylthiazol-2-yl)amino)-2-oxoethyl methylsulfamate